isopropyl-dioxyethylene C(C)(C)OOC=C